methyl valerate methyl-pentenoate COC(C=CCC)=O.C(CCCC)(=O)OC